4-((R)-4-((6-(4-chlorophenyl)spiro[2.5]oct-5-en-5-yl)methyl)-3-methylpiperazin-1-yl)benzamide ClC1=CC=C(C=C1)C1=C(CC2(CC2)CC1)CN1[C@@H](CN(CC1)C1=CC=C(C(=O)N)C=C1)C